OC=1C(=CC2=C(OCO2)C1)N1N=C2C(=N1)C=CC(=C2)C(=O)OCCOC(C(=C)C)=O 2-(methacryloyloxy)ethyl 2-(6-hydroxybenzo[1,3]dioxol-5-yl)-2H-benzotriazole-5-carboxylate